((1R,3S)-1-amino-3-((S)-6-(3-ethoxypropyl)-5,6,7,8-tetrahydronaphthalen-2-yl)cyclopentyl)methanol, Hydrochloride Cl.N[C@]1(C[C@H](CC1)C1=CC=2CC[C@H](CC2C=C1)CCCOCC)CO